4,6-difluoroindole-2-carbonyl chloride FC1=C2C=C(NC2=CC(=C1)F)C(=O)Cl